4-bromo-3-methoxythiophene-2-carbaldehyde BrC=1C(=C(SC1)C=O)OC